ClC1=CC=C(C=N1)COC1=CC=CC(=N1)C1=CC(=C(C=C1F)COC(=O)C1=CC2=C(N=CN2CCOC)C=C1)F [4-[6-[(6-chloro-3-pyridyl)methoxy]-2-pyridyl]-2,5-difluoro-phenylmethyl]-3-(2-methoxyethyl)benzimidazole-5-carboxylate